N[C@](C(=O)OC(C)C)(CC(C)(C)C)C1=CC=C(C=C1)C1=NN(N=C1)C1CC1 isopropyl (R)-2-amino-2-(4-(2-cyclopropyl-2H-1,2,3-triazol-4-yl)phenyl)-4,4-dimethylpentanoate